(R)-10-Benzyl-5-(methylsulfonyl)-11-oxo-6,7,8,9,10,11-hexahydro-5H-cycloocta[b]indole-10-carbonitrile C(C1=CC=CC=C1)[C@@]1(C(C2=C(N(C3=CC=CC=C23)S(=O)(=O)C)CCCC1)=O)C#N